ClC1=C(C=C(C=C1)NC(NC1=CC=C(OC2=CC(=NC=C2)C(=O)O)C=C1)=O)C(F)(F)F 4-(4-(3-(4-chloro-3-(trifluoromethyl)phenyl)ureido)phenoxy)picolinic acid